C1=CC=C(C=C1)/C=C/C(=O)[O-] The molecule is a member of the class of cinnamates that results from the deprotonation of the carboxy group of cinnamic acid. It is a member of cinnamates and a phenylpropanoid. It is a conjugate base of a cinnamic acid.